C1(CCCC1)OC1=C(C=C2CCN([C@H](C2=C1)CCC1=CNC2=CC(=CC=C12)C)C=O)OC (S)-7-(cyclopentyloxy)-6-methoxy-1-(2-(6-methyl-1H-indol-3-yl)ethyl)-3,4-dihydroisoquinoline-2(1H)-formaldehyde